(S)-5-((((R)-6-Bromo-1,2,3,4-tetrahydronaphthalen-1-yl)amino)methyl)pyrrolidin-2-one BrC=1C=C2CCC[C@H](C2=CC1)NC[C@@H]1CCC(N1)=O